(S)-3-pyrrolidinecarboxylic acid N1C[C@H](CC1)C(=O)O